7-(((tert-butyldimethylsilyl)oxy)methyl)-3-cyclopropyl-8-fluoro-3,4-dihydroquinoxalin-2(1H)-one [Si](C)(C)(C(C)(C)C)OCC1=CC=C2NC(C(NC2=C1F)=O)C1CC1